[C@H]12CCC#CCC[C@@H]2C1CO (1r,8s,9s)-bicyclo[6.1.0]non-4-yn-9-yl-methanol